C(C)(C)(C)S(=O)(=O)C1=CC=C(O1)C(=O)NC1CC2(C1)CC(C2)C=2OC1=C(N2)C=C(C=C1)Cl 5-tert-butylsulfonyl-N-[6-(5-chloro-1,3-benzoxazol-2-yl)spiro[3.3]heptan-2-yl]furan-2-carboxamide